[Li+].[O-2].[Mg+2] magnesium oxide, lithium salt